C(CCC)N1C(C2=CC=CC=3C2=C(C1=O)C=CC3N3CCN(CC3)CC3=NC(=CC=C3)CNCCOCC)=O 2-butyl-6-(4-((6-(((2-ethoxyethyl)amino)methyl)pyridin-2-yl)methyl)piperazin-1-yl)-1H-benzo[de]isoquinoline-1,3(2H)-dione